C(=C)C=1N=C(C=2N(C1)N=CC2)C=2C=NN(C2)C(=O)OC(C)(C)C tert-Butyl 4-(6-vinylpyrazolo[1,5-a]pyrazin-4-yl)-1H-pyrazole-1-carboxylate